FC=1C=CC=2C3CC[C@@]4(C(C[C@H](C4C3CCC2C1)CCC(=O)N(C1COC1)C)=O)C 3-((13S,15R)-3-fluoro-13-methyl-17-oxo-7,8,9,11,12,13,14,15,16,17-decahydro-6H-cyclopenta[a]phenanthren-15-yl)-N-methyl-N-(oxetan-3-yl)propanamide